C(#N)C(CNC=1C(=CC=C2C=CC(=CC12)C1=CC=CC(=N1)C(=O)NC1CCC(CC1)N(C)C)OC)=C 6-{8-[(2-cyano-2-methylideneethyl)amino]-7-methoxynaphthalen-2-yl}-N-[(1s,4s)-4-(dimethylamino)cyclohexyl]pyridine-2-carboxamide